(2R)-ethyl 3-(5-(2-(2,2-dimethyl-1,3-dioxolan-4-yl)ethyl)-2-((2-(2-methoxyphenyl)pyrimidin-4-yl)methoxy)phenyl)-2-hydroxypropanoate CC1(OCC(O1)CCC=1C=CC(=C(C1)C[C@H](C(=O)OCC)O)OCC1=NC(=NC=C1)C1=C(C=CC=C1)OC)C